NC1=C(C(=NC=N1)N1C[C@@H](CCC1)N1C(C(CCC1)NC1=C(C=CC=C1)S(=O)(=O)C1CCCCC1)=O)F (3'r)-1'-(6-amino-5-fluoropyrimidin-4-yl)-3-(2-(cyclohexylsulfonyl)phenylamino)-1,3'-bipiperidin-2-one